ClC=1C(=C(C=CC1)NC1=NC=NC2=CC(=C(C=C12)[N+](=O)[O-])C#CC1(CN(CCO1)C)C)F N-(3-chloro-2-fluorophenyl)-7-((2,4-dimethylmorpholin-2-yl)ethynyl)-6-nitroquinazolin-4-amine